FC(C(=O)O)(F)F.FC1=C(C=CC(=C1)F)S(=O)(=O)NC=1C(=NC=C(C1)C=1C=C2C(=NN=CC2=CC1)N1CCNCC1)OC 2,4-difluoro-N-(2-methoxy-5-(4-(piperazin-1-yl)phthalazin-6-yl)pyridin-3-yl)benzenesulfonamide trifluoroacetate salt